(S)-N-(benzyloxy)-8-(2,4-dichlorophenyl)-9-(4-((1-(3-fluoropropyl)pyrrolidin-3-yl)oxy)phenyl)-6,7-dihydro-5H-benzo[7]annulene-3-carboxamide C(C1=CC=CC=C1)ONC(=O)C1=CC2=C(C(=C(CCC2)C2=C(C=C(C=C2)Cl)Cl)C2=CC=C(C=C2)O[C@@H]2CN(CC2)CCCF)C=C1